N-[4-[4-(5-aminopentanoyl)piperazine-1-carbonyl]-3-chloro-phenyl]-5-(2,3-difluoro-4-methoxy-phenyl)-1-methyl-imidazole-2-carboxamide formate C(=O)O.NCCCCC(=O)N1CCN(CC1)C(=O)C1=C(C=C(C=C1)NC(=O)C=1N(C(=CN1)C1=C(C(=C(C=C1)OC)F)F)C)Cl